N-(9-((2r,4s,5r)-4-hydroxy-5-(hydroxymethyl)tetrahydrofuran-2-yl)-8-oxo-8,9-dihydro-7H-purin-6-yl)-2-phenoxyacetamide O[C@H]1C[C@@H](O[C@@H]1CO)N1C2=NC=NC(=C2NC1=O)NC(COC1=CC=CC=C1)=O